O.O.O.O.N1[C@@H](CCC1)C1=NC2=C(N1)C=CC(=C2)C2=C1[C@H]3CC[C@@H](C1=C(C=C2)C2=CC=C(C=C2)C2=CN=C(N2)[C@H]2NCCC2)C3 2-((S)-pyrrolidin-2-yl)-5-((1R,4S)-8-(4-(2-((S)-pyrrolidin-2-yl)-1H-imidazol-5-yl)phenyl)-1,2,3,4-tetrahydro-1,4-methanonaphthalen-5-yl)-1H-benzo[d]imidazole tetrahydrate